S1C2=C(C(=C1)CC(=O)NC1=CC(=C(OC3=CC(=NC=C3)NC(=O)C3CC3)C=C1F)F)C=CC=C2 N-(4-(4-(2-(benzo[b]thiophen-3-yl)acetamido)-2,5-difluorophenoxy)pyridin-2-yl)cyclopropanecarboxamide